4-amino-5-(6-(4-(oxetan-3-yl)piperazin-1-yl)-1H-benzo[d]imidazol-2-yl)thieno[2,3-b]pyridin-6(7H)-one NC=1C2=C(NC(C1C1=NC3=C(N1)C=C(C=C3)N3CCN(CC3)C3COC3)=O)SC=C2